1-Bromo-3-(methoxymethoxy)-5-(trifluoromethyl)benzene BrC1=CC(=CC(=C1)C(F)(F)F)OCOC